NC=1N(C=2C3=C(C4=C(NC(C13)=O)N(N=C4)C4CC4)N=C(N2)C)C2=C(C(=CC=C2C)OC)C 5-amino-8-cyclopropyl-4-(3-methoxy-2,6-dimethylphenyl)-2-methyl-7,8-dihydro-1,3,4,7,8,9-hexaazabenzo[cd]cyclopenta[f]azulen-6(4H)-one